2-isopropyl-5-methyl-1-hexanol C(C)(C)C(CO)CCC(C)C